4-ethenylbenzenemethanamine C(=C)C1=CC=C(C=C1)CN